C(CCCC)NC1=NC=NC=C1C(=O)N 4-(n-pentylamino)pyrimidin-5-carboxamide